COC1=C(C=C(C(=C1)OC1=CC2=C(N(N=N2)C)C=C1)C)NC=1C2=C(N=CN1)C=CC(=N2)N2C[C@@H](CCC2)NC(C=C)=O (R)-N-(1-(4-((2-methoxy-5-methyl-4-((1-methyl-1H-benzo[d][1,2,3]triazol-5-yl)oxy)phenyl)amino)pyrido[3,2-d]pyrimidin-6-yl)piperidin-3-yl)acrylamide